4-[(1-methylcyclobutyl)methoxy]-6-(prop-2-yloxy)quinoline-7-carboxamide CC1(CCC1)COC1=CC=NC2=CC(=C(C=C12)OC(C)C)C(=O)N